N-[3-[5-(2-cyclopropylpyrimidin-5-yl)-1H-pyrrolo[2,3-b]pyridine-3-carbonyl]-2-fluoro-phenyl]azetidine-1-sulfonamide C1(CC1)C1=NC=C(C=N1)C=1C=C2C(=NC1)NC=C2C(=O)C=2C(=C(C=CC2)NS(=O)(=O)N2CCC2)F